3-{5-[3-(dimethoxymethyl)azetidin-1-yl]-7-fluoro-1-oxo-3H-isoindol-2-yl}piperidine-2,6-dione COC(C1CN(C1)C=1C=C2CN(C(C2=C(C1)F)=O)C1C(NC(CC1)=O)=O)OC